2,7-dimethyl-1-octanol CC(CO)CCCCC(C)C